BrCCN1C(NC2=C1C=CC=C2)=O 1-(2-bromoethyl)-1,3-dihydro-2H-benzo[d]imidazol-2-one